C1(=CC=CC2=CC=C3C=C4C=CC=CC4=CC3=C12)C=C=C 3-tetraphenyl-1,2-propadiene